FC(C1(C2=CC3=C(C=C2OC2=CC=4C(C=C12)=COC4)COC3)C(F)(F)F)(F)F 11,11-bis(trifluoromethyl)-1H-difurano[3,4-b:3',4'-i]xanthene